tert-butyl 4-[2-(2,4-difluorophenyl)-2-oxo-ethyl]piperazine-1-carboxylate FC1=C(C=CC(=C1)F)C(CN1CCN(CC1)C(=O)OC(C)(C)C)=O